(S)-6-(6-(3,5-dimethylisoxazol-4-yl)-3-((1r,4S)-4-hydroxycyclohexyl)-3H-imidazo[4,5-b]pyridin-2-yl)piperidin-2-one CC1=NOC(=C1C=1C=C2C(=NC1)N(C(=N2)[C@@H]2CCCC(N2)=O)C2CCC(CC2)O)C